3-(3-(4-(2-(2-Fluoro-5-((6-fluoro-4-((trifluoromethyl)thio)-1H-indol-5-yl)oxy)phenyl)-1H-imidazol-5-yl)tetrahydro-2H-pyran-4-yl)phenyl)propanoic acid FC1=C(C=C(C=C1)OC=1C(=C2C=CNC2=CC1F)SC(F)(F)F)C=1NC(=CN1)C1(CCOCC1)C=1C=C(C=CC1)CCC(=O)O